OC[C@@H]1[C@H](CC1)N(CCCCCCCC(=O)N(CCCCCCCCCC)CCCCCCCCCC)CCCCCCCC(=O)N(CCCCCCCCCC)CCCCCCCCCC 8,8'-(((1S,2S)-2-(hydroxymethyl)-cyclobutyl)azanedi-yl)bis(N,N-didec-yloctanamide)